O1CCC(CC1)C(=O)OC(C)OC(=O)N(C)C(CC1=CC2=C(OCO2)C=C1)C 1-{[2-(2H-1,3-Benzodioxol-5-yl)-1-methyl-ethyl]-N-methylaminocarbonyloxy}ethyl tetrahydro-2H-pyran-4-carboxylate